NC1=NC=C(C=C1O[C@@H](C)C=1C=C(C=CC1)NC(C1=CN=CC(=C1)C)=O)Cl (S)-N-(3-(1-((2-amino-5-chloropyridin-3-yl)oxy)ethyl)phenyl)-5-methylnicotinamide